tert-butyl 4-((5-aminopyridin-2-yl)oxy)piperidine-1-carboxylate NC=1C=CC(=NC1)OC1CCN(CC1)C(=O)OC(C)(C)C